1,4-bis(3,4-dicarboxyphenoxy)phthalic anhydride C(=O)(O)C=1C=C(OC23C(=O)OC(C2C=C(C=C3)OC3=CC(=C(C=C3)C(=O)O)C(=O)O)=O)C=CC1C(=O)O